N1=C(C=NC=C1)N Pyrazinamine